1-({2-[1-(2-morpholinoethyl)-1H-indole-3-carboxamido]phenyl}thio)cyclobutane-1-carboxylic acid O1CCN(CC1)CCN1C=C(C2=CC=CC=C12)C(=O)NC1=C(C=CC=C1)SC1(CCC1)C(=O)O